[Si](C1=CC=CC=C1)(C1=CC=CC=C1)(C(C)(C)C)O[C@@H]1C[C@@H](N(C1)C(=O)OC(C)(C)C)COC tert-butyl (2R,4R)-4-[(tert-butyldiphenylsilyl)oxyl]-2-(methoxymethyl)pyrrolidine-1-carboxylate